3-methyl-2-(2-trimethylsilylethoxymethyl)-4,5-dihydropyrrolo[3,4-c]pyrazol-6-one CC1=C2C(=NN1COCC[Si](C)(C)C)C(NC2)=O